(S)-6-((4-((1-(4-fluorophenyl)-2-hydroxyethyl)amino)-5-(3-(quinuclidin-4-yl)-1,2,4-oxadiazol-5-yl)pyridin-2-yl)amino)-1-isopropyl-1,2-dihydro-3H-pyrazolo[3,4-b]pyridin-3-one FC1=CC=C(C=C1)[C@@H](CO)NC1=CC(=NC=C1C1=NC(=NO1)C12CCN(CC1)CC2)NC2=CC=C1C(=N2)N(NC1=O)C(C)C